NCCCOCCNC(C1=C(C=C(C=C1)NC=1C=2N(C=CN1)C(=CN2)C=2C(=NN(C2)C2CCC2)C(F)(F)F)CC)=O N-(2-(3-aminopropoxy)ethyl)-4-((3-(1-cyclobutyl-3-(trifluoromethyl)-1H-pyrazol-4-yl)imidazo[1,2-a]pyrazin-8-yl)amino)-2-ethylbenzamide